9-(4-((1-(3-fluoropropyl)azetidin-3-yl)methyl)phenyl)-8-(3-methyl-2-(trifluoromethyl)phenyl)-6,7-dihydro-5H-benzo[7]annulene-3-carboxylic acid hydrochloride Cl.FCCCN1CC(C1)CC1=CC=C(C=C1)C1=C(CCCC2=C1C=CC(=C2)C(=O)O)C2=C(C(=CC=C2)C)C(F)(F)F